methyl 1-[(4R)-2-[[2-chloro-3-(4,4,5,5-tetramethyl-1,3,2-dioxaborolan-2-yl)phenyl]carbamoyl]-4,5,6,7-tetrahydropyrazolo[1,5-a]pyridin-4-yl]azetidine-3-carboxylate ClC1=C(C=CC=C1B1OC(C(O1)(C)C)(C)C)NC(=O)C1=NN2C([C@@H](CCC2)N2CC(C2)C(=O)OC)=C1